O=C1NC(CCC1N1C(C2=CC=CC(=C2C1=O)CCCCCCC(=O)N1CCN(CC1)C1CCN(CC1)C=1C(=CC2=C(C(C=3NC4=CC(=CC=C4C3C2=O)C#N)(C)C)C1)CC)=O)=O 8-(4-(4-(7-(2-(2,6-dioxopiperidin-3-yl)-1,3-dioxoisoindolin-4-yl)heptanoyl)piperazin-1-yl)piperidin-1-yl)-9-ethyl-6,6-dimethyl-11-oxo-6,11-dihydro-5H-benzo[b]carbazole-3-carbonitrile